ClC=1C(=NC=CC1C1=NC(=C(C=C1)CNCC1NC(CC1)=O)OC)C=1C(=C(C=CC1)NC(C1=NC=C(C(=C1)OC)CNCCO)=O)OC N-(3-(3'-chloro-6-methoxy-5-((((5-oxopyrrolidin-2-yl)methyl)amino)methyl)-[2,4'-bipyridin]-2'-yl)-2-methoxyphenyl)-5-(((2-hydroxyethyl)amino)methyl)-4-methoxypicolinamide